(R)-N-(3-(2-((2-fluoro-3-(methylsulfonyl)phenyl)amino)-5-methylpyrimidin-4-yl)-1H-indol-7-yl)-2-(4-methylpiperazin-1-yl)butanamide FC1=C(C=CC=C1S(=O)(=O)C)NC1=NC=C(C(=N1)C1=CNC2=C(C=CC=C12)NC([C@@H](CC)N1CCN(CC1)C)=O)C